C12N(CC(C1)C2)C(=O)C2=CC=C(C=C2)C2=C(N(C=1N=CN=C(C12)N)C)C=1C=NN(C1)C1CCN(CC1)C(C=C)=O 1-(4-(4-(5-(4-(2-azabicyclo[2.1.1]hexane-2-carbonyl)phenyl)-4-amino-7-methyl-7H-pyrrolo[2,3-d]pyrimidin-6-yl)-1H-pyrazol-1-yl)piperidin-1-yl)prop-2-en-1-one